7-(4-bromothiazol-2-yl)-1,4-diazacycloheptane-1-carboxylic acid tert-butyl ester C(C)(C)(C)OC(=O)N1CCNCCC1C=1SC=C(N1)Br